(R)-1-(4-amino-4-methylpiperidin-1-yl)-2-hydroxypropan-1-one hydrochloride Cl.NC1(CCN(CC1)C([C@@H](C)O)=O)C